(Z)-2-(pyrimidin-2-ylethynyl)thiazole-4-carbaldehyde oxime N1=C(N=CC=C1)C#CC=1SC=C(N1)\C=N/O